CC1=C(CSC2=NN=C3N2C(=CC(N3)=O)CCC)C=C(C=C1)C 3-[(2,5-dimethylbenzyl)sulfanyl]-5-propyl[1,2,4]triazolo[4,3-a]pyrimidin-7(8H)-one